3-methyl-2-[2-[(31S)-3-methyl-1,1-dioxo-thiolan-3-yl]pyrazolo[3,4-b]pyridin-6-yl]-5-(trifluoromethyl)phenol CC=1C(=C(C=C(C1)C(F)(F)F)O)C=1C=CC=2C(N1)=NN(C2)C2(CS(CC2)(=O)=O)C